2-(2-(cyclopropanesulfonamido)-6-methylpyrimidin-4-yl)-N-(4-(6-ethoxypyrazin-2-yl)-2-fluorophenyl)-2-methylpropanamide C1(CC1)S(=O)(=O)NC1=NC(=CC(=N1)C(C(=O)NC1=C(C=C(C=C1)C1=NC(=CN=C1)OCC)F)(C)C)C